ClC1=CC=C(C=N1)NC1=NC=CC2=CC(=CC=C12)O[C@H]1CN(CCC1)C(C)=O (R)-1-(3-((1-((6-chloropyridin-3-yl)amino)isoquinolin-6-yl)oxy)piperidin-1-yl)ethan-1-one